C[C@H](CCCO)CNC1=C(C=CC(=C1)N1CCOCC1)[N+](=O)[O-] (4R)-4-methyl-5-{[5-(morpholin-4-yl)-2-nitrophenyl]amino}pentan-1-ol